methyl 2-(2-{2-[4-(4-fluoro-2-methylpyrazol-3-yl)indazol-1-yl]acetamido}acetamido)acetate FC1=C(N(N=C1)C)C1=C2C=NN(C2=CC=C1)CC(=O)NCC(=O)NCC(=O)OC